1-(5-(4-((dimethylamino)methyl)phenyl)-1H-indol-3-yl)-3-(4-(trifluoromethyl)phenyl)urea CN(C)CC1=CC=C(C=C1)C=1C=C2C(=CNC2=CC1)NC(=O)NC1=CC=C(C=C1)C(F)(F)F